[Cl-].C(CCCCCCCCCCCCCCC)C1=C(C([Na])(C)C)C=CC=C1 cetyl-dimethylbenzyl-sodium chloride